C(CCCCC\C=C/CCCCCCCCC)C1=C(C(=C(C=O)C=C1)O)O (Z)-4-(heptadec-7-enyl)-2,3-dihydroxybenzaldehyde